ClC[C@H](CC1=CC=CC=C1)N1C=NC=C1 (S)-1-(1-chloro-3-phenyl-2-propyl)-imidazole